C1(=CC=C(C=C1)N(C1=CC=C(C=C1)C1=CC=C(C=C1)Br)C1=CC=C(C=C1)C1=CC=CC=C1)C1=CC=CC=C1 N,N-bis([1,1'-biphenyl]-4-yl)-4'-bromo-[1,1'-biphenyl]-4-amine